17α-hydroxypregn-4-en-3,11,20-trione O[C@]1(C(C)=O)CC[C@H]2[C@@H]3CCC4=CC(CC[C@]4(C)[C@H]3C(C[C@]12C)=O)=O